C[C@H]1CC[C@@H](NC1)C=1C=C2C=CC=NC2=CC1 6-((2R,5S)-5-methylpiperidin-2-yl)quinoline